NC[C@H](CC1=CC(=C(C=C1)F)F)NC(=O)C=1OC(=C(C1)C1=C(C=NN1C)Cl)Cl N-{(1S)-2-amino-1-[(3,4-difluorophenyl)methyl]Ethyl}-5-chloro-4-(4-chloro-1-methyl-1H-pyrazol-5-yl)-2-furancarboxamide